CC1=NC(=CC(=C1)OC1=CC(=CC=C1)C1=NC[C@H](CC1)C)C (S)-2,6-dimethyl-4-(3-(5-methyl-3,4,5,6-tetrahydropyridin-2-yl)phenoxy)pyridine